C(C1=CC=CC=C1)OC(=O)N1C(CN(C(C1)CC(=O)OC)C=1C2=C(N=C(N1)Cl)CN(CC2)C2=CC=CC1=CC=CC=C21)C 4-(2-chloro-7-(naphthalen-1-yl)-5,6,7,8-tetrahydropyrido[3,4-d]pyrimidin-4-yl)-5-(2-methoxy-2-oxoethyl)-2-methylpiperazine-1-carboxylic acid benzyl ester